(R)-1-methyl-N-((S)-5-methyl-4-oxo-2,3,4,5-tetrahydrobenzo[b][1,4]oxazepin-3-yl)-5-(trifluoromethyl)-4,5,6,7-tetrahydro-1H-indazole-3-carboxamide CN1N=C(C=2C[C@@H](CCC12)C(F)(F)F)C(=O)N[C@@H]1C(N(C2=C(OC1)C=CC=C2)C)=O